C(C)N1C2=NC(=NC(=C2N=C1C1=CC=NC=C1)N1C(COCC1)CO)N1N=CC(=C1)C1=CC=CC=C1 (4-(9-ethyl-2-(4-phenyl-1H-pyrazol-1-yl)-8-(pyridin-4-yl)-9H-purin-6-yl)morpholin-3-yl)methanol